4,4'-terephthaloyl-dibenzoic acid C(C1=CC=C(C(=O)C2=CC=C(C(=O)O)C=C2)C=C1)(=O)C1=CC=C(C(=O)O)C=C1